(5E)-5-decen-1-ol C(CCC\C=C\CCCC)O